FC(S(=O)(=O)NC1=C(C=C(C=C1)C1=NNC(=C1C(=O)N)NC1=NC=CN=C1)O[C@@H](COC)C1=CC=C(C=C1)F)F (R)-3-(4-((difluoromethyl)sulfonamido)-3-(1-(4-fluorophenyl)-2-methoxyethoxy)phenyl)-5-(pyrazin-2-ylamino)-1H-pyrazole-4-carboxamide